6-amino-7-(3-hydroxy-2,6-dimethylphenyl)-2-(((1S,2S)-2-hydroxycyclopentyl)amino)-7H-pyrrolo[2,3-d]pyrimidine-5-carboxamide NC1=C(C2=C(N=C(N=C2)N[C@@H]2[C@H](CCC2)O)N1C1=C(C(=CC=C1C)O)C)C(=O)N